FC(OC1=CC2=C(NC=N2)C=C1)(F)F 5-(trifluoromethoxy)-1H-benzo[d]imidazole